N-((2-((S)-2-amino-3,3-dicyclopropylpropanamido)pyridin-4-yl)(cyclopropyl)methyl)-4,4,4-trifluorobutanamide N[C@H](C(=O)NC1=NC=CC(=C1)C(NC(CCC(F)(F)F)=O)C1CC1)C(C1CC1)C1CC1